IC1=CN(C2=CC=C(C=C12)C1=NN(C=N1)CC1CN(C1)C(C)=O)CCOC 1-(3-((3-(3-iodo-1-(2-methoxyethyl)-1H-indol-5-yl)-1H-1,2,4-triazol-1-yl)methyl)azetidin-1-yl)ethan-1-one